((S)-1-(((S)-1-amino-1-oxo-3-((S)-2-oxopiperidin-3-yl)propan-2-yl)amino)-3-cyclopropyl-1-oxopropan-2-yl)-7-chloro-1H-indole-2-carboxamide NC([C@H](C[C@H]1C(NCCC1)=O)NC([C@H](CC1CC1)N1C(=CC2=CC=CC(=C12)Cl)C(=O)N)=O)=O